ClC1=CC=C2N1C1=CC(=CC=C1N=C2)Cl 1-chloro-8-chloropyrrolo[1,2-a]quinoxaline